CN1C(=NN=C1)C1(CC1)C=1C=C(C=CC1)N1C(C2=CC(=CC(=C2C1)C(F)(F)F)CNC1(CCC1)C)=O 2-(3-(1-(4-methyl-4H-1,2,4-triazol-3-yl)cyclopropyl)phenyl)-6-(((1-methylcyclobutyl)amino)methyl)-4-(trifluoromethyl)isoindolin-1-one